O=C1N(CC2=C(C=CC=C12)C1=CC=C2C=CC=NC2=C1)CC(C#N)=C 2-{[1-oxo-4-(quinolin-7-yl)-2,3-dihydro-1H-isoindol-2-yl]methyl}prop-2-enenitrile